C(CC)S(=O)(=O)N1CC=C(C=C1)C1=CC=NC=C1 1-propanesulfonyl-4,4'-bipyridine